1-((R)-7-((3R,4S)-4-(2-chlorophenyl)-6,6-dimethyltetrahydro-2H-pyran-3-carbonyl)-1-methyl-2,7-diazaspiro[3.5]nonan-2-yl)prop-2-en-1-one ClC1=C(C=CC=C1)[C@@H]1[C@H](COC(C1)(C)C)C(=O)N1CCC2(CN([C@@H]2C)C(C=C)=O)CC1